(3S)-1-{2-[1-(3-chlorophenyl)-1H-pyrazol-4-yl]-1,3-thiazole-4-carbonyl}-3-methylpiperazine ClC=1C=C(C=CC1)N1N=CC(=C1)C=1SC=C(N1)C(=O)N1C[C@@H](NCC1)C